dimethyl 2'-((2,6-dimethoxy-4-((((4-nitrophenoxy)carbonyl)oxy)methyl)-benzamido)methyl)-[1,1':4',1''-terphenyl]-4,4''-dicarboxylate COC1=C(C(=O)NCC2=C(C=CC(=C2)C2=CC=C(C=C2)C(=O)OC)C2=CC=C(C=C2)C(=O)OC)C(=CC(=C1)COC(=O)OC1=CC=C(C=C1)[N+](=O)[O-])OC